Undecyl 5-bromovalerate BrCCCCC(=O)OCCCCCCCCCCC